C(=O)(O)C1=CC=C(C=C1)[C@@H](C)N1C[C@@]2([C@@H](N[C@H]([C@@H]2C2=C(C(=CC=C2)Cl)F)C(=O)NC2=C(C=C(C(=O)O)C=C2)OC)CC(C)(C)C)C2=CC=C(C=C12)Cl 4-((2'S,3S,4'S,5'R)-1-((R)-1-(4-carboxyphenyl)ethyl)-6-chloro-4'-(3-chloro-2-fluorophenyl)-2'-neopentyl-spiro[indoline-3,3'-pyrrolidine]-5'-carboxamido)-3-methoxybenzoic acid